N-[5-[[2-(rac-(1R,5S)-3-azabicyclo[3.2.0]heptan-3-yl)acetyl]amino]-2-methyl-3-pyridyl]-6-(1-methylpyrazol-4-yl)-1,2-benzoxazole-3-carboxamide [C@@H]12CN(C[C@H]2CC1)CC(=O)NC=1C=C(C(=NC1)C)NC(=O)C1=NOC2=C1C=CC(=C2)C=2C=NN(C2)C |r|